C(C)(C)(C)OC(=O)N1C(OCC1CO[Si](C)(C)C(C)(C)C)=O (3R)-4-[[tert-butyl-(dimethyl)silyl]oxymethyl]-2-oxo-oxazolidine-3-carboxylic acid tert-butyl ester